CN(CC(=O)O)C(=O)C1=CC=CC2=CC=CC=C12 methyl-naphthoylglycine